CN(C1=NC=2N(C3=CC=CC=C13)C=NN2)C2=CC(=CC=C2)C=2C=NC=CC2 N-methyl-N-(3-(pyridin-3-yl)phenyl)-[1,2,4]triazolo[4,3-a]quinazolin-5-amine